C1(CCCC1)C1=NC2=NC=NC(=C2N1)C(=O)NCC1=CC(=CC(=C1)C=1C=NN(C1)C1=C(C(=C(C(=C1[2H])[2H])[2H])[2H])[2H])F 8-Cyclopentyl-N-(3-fluoro-5-(1-phenyl-d5-1H-pyrazol-4-yl)benzyl)-7H-purine-6-carboxamide